(2S)-2-(2-oxo-4-propylpyrrolidin-1-yl)butyric acid methyl ester COC([C@H](CC)N1C(CC(C1)CCC)=O)=O